ClC1=CC=C2C(=CNC2=C1Cl)S(=O)(=O)NC1=NC=C(C=C1OC)OC(F)F 6,7-Dichloro-N-[5-(difluoromethoxy)-3-methoxypyridin-2-yl]-1H-indol-3-sulfonamid